7-methyl-benzo[e][1,2,4]triazine-1,4-dioxide CC1=CC2=C([N+](=CN=[N+]2[O-])[O-])C=C1